2-(3,8-diazabicyclo[3.2.1]octan-3-yl)-5-chloro-7-(thiazol-2-yl)-4-(trifluoromethyl)benzo[d]oxazole C12CN(CC(CC1)N2)C=2OC1=C(N2)C(=C(C=C1C=1SC=CN1)Cl)C(F)(F)F